BrC1=NC=CC=C1OC1CC1 2-bromo-3-cyclopropoxypyridine